ClC1=NN=C(C2=CC(=C(C=C12)OC)CN1CCOCC1)C 4-((1-chloro-7-methoxy-4-methylphthalazin-6-yl)methyl)morpholine